C(C#CC)(=O)N1[C@H](CC1)[C@H](C)OC=1C=NC=CC1C1=C(C=2C(NCCC2N1)=O)NC1=C(C(=CC=C1)F)OC 2-{3-[(1S)-1-[(2R)-1-(but-2-ynoyl)azetidin-2-yl]ethoxy]pyridin-4-yl}-3-[(3-fluoro-2-methoxyphenyl)amino]-1H,5H,6H,7H-pyrrolo[3,2-c]pyridin-4-one